tert-Butyl 6-hydroxyquinoline-4-carboxylate OC=1C=C2C(=CC=NC2=CC1)C(=O)OC(C)(C)C